COC(=O)C=1C=CC2=C(N(C(=N2)CC2=CC=C(C3=C2CCO3)Br)C[C@H]3OCC3)C1 (S)-2-((7-bromo-2,3-dihydrobenzofuran-4-yl)methyl)-1-(oxetan-2-ylmethyl)-1H-benzo[d]imidazole-6-carboxylic acid methyl ester